2-tert-Butylphenol C(C)(C)(C)C1=C(C=CC=C1)O